2-hydroxyethyl 2-hexyldecanoate C(CCCCC)C(C(=O)OCCO)CCCCCCCC